C(#N)C=1C2=C(N(N=C2C=C(C1)C=1C=NN(C1)C[C@@H](C(F)(F)F)O)C)C1=CC(=C(C(=O)N[C@H]2C(C2)(F)F)C(=C1)OC)OC(F)F 4-[4-cyano-2-methyl-6-[1-[(2S)-3,3,3-trifluoro-2-hydroxypropyl]pyrazol-4-yl]indazol-3-yl]-N-[(1R)-2,2-difluorocyclopropyl]-2-(difluoromethoxy)-6-methoxybenzamide